CS(=O)(=O)CC1CN(CC1)C1=C(C=CC=C1)[N+](=O)[O-] 3-(methanesulfonylmethyl)-1-(2-nitrophenyl)pyrrolidine